(3-aminobenzyl)-4-phenylpiperazine NC=1C=C(CN2CCN(CC2)C2=CC=CC=C2)C=CC1